COC=1C=C(C(=O)O)C=C(C1)OC 3,5-dimethoxy-benzoic acid